N-hydroxy-1,1-dimethyl-2-(6-(trifluoromethyl)-1,5-naphthyridin-2-yl)isoindoline-4-carboxamide ONC(=O)C=1C=2CN(C(C2C=CC1)(C)C)C1=NC2=CC=C(N=C2C=C1)C(F)(F)F